FC(OC1=CC=C(N=N1)C1NC(COC1)C)F 3-(6-(difluoromethoxy)pyridazin-3-yl)-5-methylmorpholine